CC1=CC(=NN1)NC=1C2=C(N=C(N1)NC1CC3CCC(C1)N3S(=O)(=O)C=3C=NC=CC3)SC=C2 N4-(5-methyl-1H-pyrazol-3-yl)-N2-((3-exo)-8-(pyridin-3-yl-sulfonyl)-8-azabicyclo[3.2.1]oct-3-yl)thieno[2,3-d]pyrimidin-2,4-diamine